(R,R)-N-(8,9-difluoro-4-hydroxy-6-oxo-1,4,5,6-tetrahydro-2H-pyrano[3,4-c]isoquinolin-1-yl)-6-(difluoromethyl)-5-fluoro-N-methyl-1H-indole-2-carboxamide FC=1C(=CC=2C3=C(NC(C2C1)=O)[C@@H](OC[C@@H]3N(C(=O)C=3NC1=CC(=C(C=C1C3)F)C(F)F)C)O)F